Cl.Cl.FC1=CC(=CC2=CN(N=C12)C)C=1C=CC(=C(C1)O)C1=CN=C(N=N1)N1CC(NCC1)CO 5-(7-fluoro-2-methyl-2H-indazol-5-yl)-2-{3-[3-(hydroxymethyl)piperazin-1-yl]-1,2,4-triazin-6-yl}phenol dihydrochloride